(1R,6S,9R)-6,10,10-trimethyl-2-(4,4,4-trifluorobutyl)-11-oxatricyclo[7.2.1.01,6]Dodec-2-ene C[C@@]12CCC=C([C@]13OC([C@H](CC2)C3)(C)C)CCCC(F)(F)F